1'-((3-fluoro-4-oxo-4,5-dihydropyrrolo[1,2-a]quinoxalin-7-yl)methyl)-N,3'-dimethyl-1',2',3',6'-tetrahydro-[3,4'-bipyridine]-6-carboxamide FC=1C=CN2C1C(NC1=CC(=CC=C21)CN2CC(C(=CC2)C=2C=NC(=CC2)C(=O)NC)C)=O